C(C)(C)(C)OC(=O)N1C[C@H](CCC1)C1=CC=C2C(=N1)SC(=C2)C(NC=2C=C(C=1N(C2)C=C(N1)C)F)=O (3S)-3-[2-[(8-fluoro-2-methyl-imidazo[1,2-a]pyridin-6-yl)carbamoyl]thieno[2,3-b]pyridin-6-yl]piperidine-1-carboxylic acid tert-butyl ester